BrC1=CC(=C(C(=C1N[C@@H](CC(=O)O)C)[N+](=O)[O-])CC)Cl (R)-3-((6-bromo-4-chloro-3-ethyl-2-nitrophenyl)amino)butanoic acid